FC1=CC=C(C=C1)N1C(=C(C2=C1C=C1C=NN(C1=C2)C(C(C)(C)C)=O)B2OC(C(O2)(C)C)(C)C)C(C)C 1-[5-(4-fluorophenyl)-6-isopropyl-7-(4,4,5,5-tetramethyl-1,3,2-dioxaborolan-2-yl)pyrrolo[2,3-f]indazol-1-yl]-2,2-dimethyl-propan-1-one